4-[2-fluoro-5-[[6-oxo-4-(trifluoromethyl)-1H-pyridine-3-carbonyl]amino]-4-[(3R,5S)-3,4,5-trimethylpiperazin-1-yl]phenyl]-3,6-dihydro-2H-pyridine-1-carboxylic acid ethyl ester C(C)OC(=O)N1CCC(=CC1)C1=C(C=C(C(=C1)NC(=O)C1=CNC(C=C1C(F)(F)F)=O)N1C[C@H](N([C@H](C1)C)C)C)F